(4-phenoxyphenyl)quinazolin-4-amine O(C1=CC=CC=C1)C1=CC=C(C=C1)C1=NC2=CC=CC=C2C(=N1)N